5-methyl-quinazoline-2,4(1H,3H)-dione CC1=C2C(NC(NC2=CC=C1)=O)=O